2-morpholineethanesulfonic acid ammonium salt [NH4+].N1CC(OCC1)CCS(=O)(=O)[O-]